2-(phenylmethyl)-1,3-dioxolane C1(=CC=CC=C1)CC1OCCO1